COC(=O)C1=CC=C(S1)CNC1=CC(=CC(=C1)C(F)(F)F)C1=NOC(=N1)C(C)C1=CC=CC2=CC=CC=C12 N-((5-methoxycarbonylthiophen-2-yl)methyl)-3-(5-(1-(naphthalen-1-yl)ethyl)-1,2,4-oxadiazol-3-yl)-5-(trifluoromethyl)aniline